COC=1C=C(OCCCN2CCN(CC2)S(=O)(=O)C2=CC=C(C=C2)C)C=CC1 1-[3-(3-methoxy-phenoxy)propyl]-4-[(4-methylphenyl)-sulfonyl]piperazine